Cl.O=C1NC2=C(SC3=C1C=CC=C3)C=CC(=C2)C(=O)NCC2CCNCC2 11-oxo-N-(piperidin-4-ylmethyl)-10,11-dihydrodibenzo[b,f][1,4]thiazepine-8-carboxamide hydrochloride